O1CCC2=C1C=CC(=C2)C(N2CCN(CC2)C(=O)OC(C)(C)C)C=2C=CC1=C(CCO1)C2 tert-butyl 4-(bis(2,3-dihydrobenzofuran-5-yl)methyl)piperazine-1-carboxylate